3-(3-(1-benzyl-1H-1,2,4-triazol-3-yl)pyrrolidin-1-yl)-7-(1-methyl-1H-pyrazol-4-yl)imidazo[1,2-b]pyridazine C(C1=CC=CC=C1)N1N=C(N=C1)C1CN(CC1)C1=CN=C2N1N=CC(=C2)C=2C=NN(C2)C